C1(CC1)[C@@H](C1=CC=2N(N=C1)C=C(N2)[C@@H](NC(C2=CC=CC=C2)=O)C2CCC(CC2)(F)F)NC(CC(C(F)(F)F)C(F)(F)F)=O |o1:3| N-((S)-(7-((S*)-Cyclopropyl(4,4,4-trifluoro-3-(trifluoromethyl)butanamido)methyl)imidazo[1,2-b]pyridazin-2-yl)(4,4-difluorocyclohexyl)methyl)benzamide